2,6-dichloropurine ClC1=NC(=C2NC=NC2=N1)Cl